CC1=NC=2N(C(=C1CC1=NC(=C(C=C1)C(F)(F)F)N1CCOCC1)N)N=CN2 5-Methyl-6-{[6-(morpholin-4-yl)-5-(trifluoromethyl)pyridin-2-yl]methyl}-[1,2,4]triazolo[1,5-a]pyrimidin-7-amine